C(CCCCCCC)(=O)OCCC(CCC(CCC(CCCCC)CCS[C@H]1[C@@H](CCCC1)OC(CCCCCCC)=O)=O)CCCCC |o1:27,28| 9-(2-(((1R*,2R*)-2-(Octanoyloxy)cyclohexyl)thio)ethyl)-6-oxo-3-pentyltetradecyl octanoate